Cl.FC1(CC2(C1)CNCC2)F 2,2-difluoro-6-azaspiro[3.4]octane hydrochloride